benzyl (Z)-6-hydroxy-5-methylhex-4-enoate OC\C(=C/CCC(=O)OCC1=CC=CC=C1)\C